5-(3-cyclopropylphenoxy)-N-[2-(2,4-dichlorophenyl)-2-fluoro-ethyl]-3-ethyl-pyridazine-4-carboxamide C1(CC1)C=1C=C(OC=2C(=C(N=NC2)CC)C(=O)NCC(F)C2=C(C=C(C=C2)Cl)Cl)C=CC1